(14E)-17-bromo-14-heptadecenyl acetate C(C)(=O)OCCCCCCCCCCCCC\C=C\CCBr